N-(tert-butyl)-2-((2-(4-(2-hydroxybutoxy)pyridin-2-yl)-6,7-dihydro-5H-cyclopenta[d]pyrimidin-4-yl)(methyl)amino)acetamide C(C)(C)(C)NC(CN(C)C=1C2=C(N=C(N1)C1=NC=CC(=C1)OCC(CC)O)CCC2)=O